2-(2,5-dimethoxy-4-methylphenyl)cyclopropan-1-amine COC1=C(C=C(C(=C1)C)OC)C1C(C1)N